FC1=CC(=C2C=CNC2=C1)N 6-fluoro-1H-indol-4-ylamine